2-fluoro-6-(1-methyl-1H-pyrazol-4-yl)pyrazolo[1,5-a]pyridine-3-carbonitrile FC1=NN2C(C=CC(=C2)C=2C=NN(C2)C)=C1C#N